4-[1-[2-[3,5-di(difluoromethyl)pyrazol-1-yl]acetyl]-4-piperidinyl]-N-tetrahydronaphthalen-1-ylpyridin-2-carboxamide FC(C1=NN(C(=C1)C(F)F)CC(=O)N1CCC(CC1)C1=CC(=NC=C1)C(=O)NC1CCCC2=CC=CC=C12)F